N1(CCNCC1)C1=CC=C(C=C1)NC=1N=C(C2=C(N1)C(=NC=C2)C2=NC=CC=C2)N N2-(4-(piperazin-1-yl)phenyl)-8-(pyridin-2-yl)pyrido[3,4-d]pyrimidine-2,4-diamine